3-(N-(3-(Dimethylamino)propyl)sulfamoyl)-1-(1,2,3,5,6,7-hexahydro-s-indacen-4-yl)urea, potassium salt [K].CN(CCCNS(=O)(=O)NC(NC1=C2CCCC2=CC=2CCCC12)=O)C